O[C@@H](C1=CC(=C(N=N1)C1=C(C=C(C=C1)C(F)(F)F)O)C)[C@H]1CN(CCC1)C(C)C 2-(6-((R)-hydroxy((R)-1-isopropylpiperidin-3-yl)methyl)-4-methylpyridazin-3-yl)-5-(trifluoromethyl)phenol